5-cyano-2-(2-cyano-7-fluoroisoindolin-4-yl)benzamide C(#N)C=1C=CC(=C(C(=O)N)C1)C1=C2CN(CC2=C(C=C1)F)C#N